ClC1=C(C=CC=C1)N1CCN(CC1)C=1C(=NC2=CC(=CC(=C2N1)[C@@H](C)NC1=C(C(=O)O)C=CC=C1)C)C#N (R)-2-((1-(3-(4-(2-chlorophenyl)-piperazin-1-yl)-2-cyano-7-methyl-quinoxalin-5-yl)ethyl)amino)benzoic acid